C(#N)C1=NC2=CC(=CC(=C2N=C1N1CC2C(C(C1)C2)(F)F)[C@@H](C)NC2=C(C(=O)O)C=CC=C2)C (((1R)-1-(2-cyano-3-(6,6-difluoro-3-azabicyclo[3.1.1]heptan-3-yl)-7-methylquinoxalin-5-yl)ethyl)amino)benzoic acid